8-Bromonaphtho[2,1-d]thiazole BrC1=CC=C2C=CC=3N=CSC3C2=C1